benzyl 4-(4-nitrophenoxy)carbonyloxydodecanoate [N+](=O)([O-])C1=CC=C(OC(=O)OC(CCC(=O)OCC2=CC=CC=C2)CCCCCCCC)C=C1